chloro-7-fluoro-5-(2,3,4,5-tetrahydro-1H-benzo[b]azepin-1-yl)-[1,2,4]triazolo[4,3-a]quinazoline ClC1=NN=C2N1C1=CC=C(C=C1C(=N2)N2C1=C(CCCC2)C=CC=C1)F